2-(3-bromo-1-(3-chloropyridin-2-yl)-1H-pyrazol-5-yl)-8-methyl-4-oxo-1,4-dihydroquinazoline-6-carboxylic acid BrC1=NN(C(=C1)C=1NC2=C(C=C(C=C2C(N1)=O)C(=O)O)C)C1=NC=CC=C1Cl